N(=C=O)CCOCCOCCOCCOCCOCCOCCOCCOCCOCCOCCNC(OC(C)(C)C)=O tert-butyl (32-isocyanato-3,6,9,12,15,18,21,24,27,30-decaoxadotriacontyl)carbamate